4-(4-(2,3-dihydrobenzo[b][1,4]dioxin-6-yl)-5-methyl-1H-pyrazol-3-yl)-6-ethylbenzene O1C2=C(OCC1)C=C(C=C2)C=2C(=NNC2C)C2=CC=CC(=C2)CC